FC(OC=1C=C(C=CC1)S(=O)(=O)N1CCC2=CC=C(C=C12)C(=O)NC1=CC=C(C(=O)O)C=C1)(F)F 4-{[1-(3-Trifluoromethoxy-benzenesulfonyl)-2,3-dihydro-1H-indole-6-carbonyl]-amino}-benzoic acid